C12N(CCCCC2C1)C=1C2=C(N=C(N1)OC([2H])([2H])[C@]13CCCN3C[C@@H](C1)F)C(=C(N=C2)C2=CC(=CC1=CC(=C(C(=C21)C#C)F)F)N)F 4-(4-(2-Azabicyclo[5.1.0]octan-2-yl)-8-fluoro-2-(((2R,7aS)-2-fluorotetrahydro-1H-pyrrolizin-7a(5H)-yl)methoxy-d2)pyrido[4,3-d]pyrimidin-7-yl)-5-ethynyl-6,7-difluoronaphthalen-2-amine